racemic-7-fluoro-2-methyl-6-(2,3,4,5,6-pentafluorophenyl)-4-(prop-2-yn-1-yl)-2H-1,4-benzoxazin-3-one FC1=CC2=C(N(C([C@H](O2)C)=O)CC#C)C=C1C1=C(C(=C(C(=C1F)F)F)F)F |r|